(3s,4r)-1-[2-(3-chlorophenyl)ethyl]-3-[(4-methylsulfonylphenoxy)methyl]-4-methylpyrrolidine ClC=1C=C(C=CC1)CCN1C[C@H]([C@H](C1)C)COC1=CC=C(C=C1)S(=O)(=O)C